COC(=O)[C@H]1N(C[C@H](C1)NC1=NC(=CC(=C1)OC)Br)C(=O)OC(C)(C)C (2S,4S)-4-[(6-bromo-4-methoxy-2-pyridinyl)amino]pyrrolidine-1,2-dicarboxylic acid O1-tert-butyl O2-methyl ester